NCC1=CC(=C(C=C1)NC(=O)C1=CC2=C(OCCC3=C2SC=C3)C=C1C=1C(=NC(=CC1)C(N[C@@H]1[C@H]3CC[C@@H](C1)C3)=O)C(=O)OC)C methyl 3-(9-((4-(aminomethyl)-2-methylphenyl)carbamoyl)-4,5-dihydrobenzo[b]thieno[2,3-d]oxepin-8-yl)-6-(((1S,2S,4R)-bicyclo[2.2.1]heptan-2-yl)carbamoyl)picolinate